N[C@H]1CN(CCC1)C(=O)C=1SC(=C(N1)C1=CC=C(C#N)C=C1)C=1C=NN(C1)CC(F)(F)F 4-{2-[(3R)-3-aminopiperidine-1-carbonyl]-5-[1-(2,2,2-trifluoroethyl)-1H-pyrazol-4-yl]-1,3-thiazol-4-yl}benzonitrile